tert-butyl (S)-2-(5-aminopyridin-3-yl)azepane-1-carboxylate NC=1C=C(C=NC1)[C@H]1N(CCCCC1)C(=O)OC(C)(C)C